COC(C=C[C@H]1CNCCO1)=O (S)-2-(3-methoxy-3-oxoprop-1-en-1-yl)morpholine